1,3-Di-butylimidazolium C(CCC)N1C=[N+](C=C1)CCCC